3-(1-phenyl-N-Bocmethylamino)-5-phenylpyridine C1(=CC=CC=C1)C(NC=1C=NC=C(C1)C1=CC=CC=C1)C(=O)OC(C)(C)C